C1(CC1)N1C=NNC1 (4-cyclopropyl)-1H-1,2,4-triazole